6-(2,6-dichloroquinazolin-4-yl)-N-(2-fluoro-3-pyridyl)-7,8-dihydro-5H-1,6-naphthyridin-3-amine ClC1=NC2=CC=C(C=C2C(=N1)N1CC=2C=C(C=NC2CC1)NC=1C(=NC=CC1)F)Cl